CC1(CC=2C(=C(SC2SC)C(=O)OCC)CC1)C(=O)OCC1=CC=CC=C1 5-benzyl 1-ethyl 5-methyl-3-(methylthio)-4,5,6,7-tetrahydrobenzo[c]thiophene-1,5-dicarboxylate